seryl alcohol N[C@@H](CO)C(=O)O